C(C)C=1C(NC=2C=C(C=NC2C1)CN1CCN(CC1)C=1C=CC(=NC1)C(=O)NC)=O 5-(4-((7-ethyl-6-oxo-5,6-dihydro-1,5-naphthyridin-3-yl)methyl)piperazin-1-yl)-N-methylpyridine-2-carboxamide